CC=1C2=C(NC(C1C(\C=C\C=1C=NC(=CC1)C)=O)=O)SC=C2 (E)-4-methyl-5-(3-(6-methylpyridin-3-yl)acryloyl)thieno[2,3-b]pyridin-6(7H)-one